5-hydroxy-1,3-diMethyl-6-nitro-1,3-dihydro-2H-benzo[d]imidazol-2-one OC1=CC2=C(N(C(N2C)=O)C)C=C1[N+](=O)[O-]